neopentyl ((4-nitrophenoxy)(phenoxy)phosphoryl)-L-alaninate [N+](=O)([O-])C1=CC=C(OP(=O)(OC2=CC=CC=C2)N[C@@H](C)C(=O)OCC(C)(C)C)C=C1